2-(6-((4-chloro-2-fluorobenzyl)oxy)pyridin-2-yl)-1,2,3,4,5,6-hexahydropyrrolo[3,4-c]pyrrole bis(4-methylbenzenesulfonate) CC1=CC=C(C=C1)S(=O)(=O)O.CC1=CC=C(C=C1)S(=O)(=O)O.ClC1=CC(=C(COC2=CC=CC(=N2)N2CC=3CNCC3C2)C=C1)F